N-[2-fluoro-4-(trifluoromethyl)phenyl]-5-(2-fluorophenyl)-1H-pyrrole-3-sulfonamide FC1=C(C=CC(=C1)C(F)(F)F)NS(=O)(=O)C1=CNC(=C1)C1=C(C=CC=C1)F